C(CCC)SC1=NN2C(NC(=CC2=O)C2=CC=C(C=C2)OC)=C1 2-(butylsulfanyl)-5-(4-methoxyphenyl)pyrazolo[1,5-a]pyrimidin-7(4H)-one